Cl.N[C@@H](CC(=O)OCC)C=1C=C(C=C(C1F)F)C1=C(C=CC=C1C)C ethyl (3S)-3-amino-3-{4,5-difluoro-2',6'-dimethyl-[1,1'-biphenyl]-3-yl}propanoate hydrochloride